N-(3-(3-aminophenyl)oxetan-3-yl)-N,2-dimethylpropane-2-sulfinamide NC=1C=C(C=CC1)C1(COC1)N(S(=O)C(C)(C)C)C